7-((trans)-4-(4-methylpiperazin-1-yl)cyclohexyl)-5-(4-(pyridazin-3-yloxy)phenyl)-7H-pyrrolo[2,3-d]pyrimidin-4-amine CN1CCN(CC1)[C@@H]1CC[C@H](CC1)N1C=C(C2=C1N=CN=C2N)C2=CC=C(C=C2)OC=2N=NC=CC2